3,3-dimethyl-5-(4-methyl-1-oxo-1,3-dihydroisobenzofuran-5-yl)-4-oxopiperidine-1-carboxylic acid tert-butyl ester C(C)(C)(C)OC(=O)N1CC(C(C(C1)C=1C(=C2COC(C2=CC1)=O)C)=O)(C)C